6-(6'-amino-2'-fluoro-6-(((2-methoxyethyl)(methyl)amino)methyl)-5-morpholino-[2,3'-bipyridin]-5'-yl)-3,4-dihydroisoquinolin-1(2H)-one NC1=C(C=C(C(=N1)F)C1=NC(=C(C=C1)N1CCOCC1)CN(C)CCOC)C=1C=C2CCNC(C2=CC1)=O